tert-butyl-3-oxa-7,9-diazabicyclo[3.3.1]nonane-9-carboxylate C(C)(C)(C)OC(=O)N1C2COCC1CNC2